4-bromo-2,6-dimethyl-benzenethiol BrC1=CC(=C(C(=C1)C)S)C